NC1=NC=2C=CC(=CC2C2=C1COC2)C(=O)N(C)[C@@H]2COC1=C2C=CC(=C1)C1CC1 (S)-4-amino-N-(6-cyclopropyl-2,3-dihydrobenzofuran-3-yl)-N-methyl-1,3-dihydrofuro[3,4-c]Quinoline-8-carboxamide